sodium (2-ethylhexanoate) C(C)C(C(=O)[O-])CCCC.[Na+]